7-(4-amino-2-nitrophenyl)-N,N-dimethyl-7-azaspiro[3.5]nonan-2-amine NC1=CC(=C(C=C1)N1CCC2(CC(C2)N(C)C)CC1)[N+](=O)[O-]